C1(=CC=CC=C1)S(=O)(=O)ON=C1C=C(C(C=C1)=O)C1=CC=CC=C1 [(4-oxo-3-phenylcyclohexa-2,5-dien-1-ylidene)amino] benzenesulfonate